2,7-dimethyldec-2-ene CC(C)=CCCCC(CCC)C